2-(2'-hydroxy-3',5'-di-t-amylphenyl)-5-chlorobenzotriazole OC1=C(C=C(C=C1C(C)(C)CC)C(C)(C)CC)N1N=C2C(=N1)C=CC(=C2)Cl